BrC=1C=C2C=NN(C2=C(C1)[N+](=O)[O-])C(C(=O)OC(C)(C)C)C tert-butyl 2-(5-bromo-7-nitro-1H-indazol-1-yl)propanoate